NC([C@H](C[C@H]1C(NCC1)=O)NC(=O)[C@@H]1[C@H]2C[C@H]2CN1C([C@H](C(C)(C)C)NC(C(F)(F)F)=O)=O)=O (1S,2S,5R)-N-[(1S)-2-amino-2-oxo-1-[[(3S)-2-oxopyrrolidin-3-yl]methyl]ethyl]-3-[(2S)-3,3-dimethyl-2-[(2,2,2-trifluoroacetyl)amino]butanoyl]-3-azabicyclo[3.1.0]hexane-2-carboxamide